5-bromo-2-(4-fluorophenyl)-3-(4-(methylsulfonyl)phenyl)-thiophene BrC1=CC(=C(S1)C1=CC=C(C=C1)F)C1=CC=C(C=C1)S(=O)(=O)C